C(C)N(C1=NC(=CC(=N1)N1CCN(CC1)CC([C@]1(CC[C@H]2[C@@H]3C[C@@H](C4=CC(C=C[C@]4(C)C3=CC[C@]12C)=O)C)O)=O)N(CC)CC)CC 21-[4-[2,6-bis(diethylamino)-4-pyrimidinyl]-1-piperazinyl]-17α-hydroxy-6α-methylpregna-1,4,9(11)-triene-3,20-dione